CCCCCCCCCC(=O)OCC(COC(=O)CCCCCCCCC)OC(=O)CCCCCCCCC Tridecanoylglycerol